N1(CCNC2=CC=CC=C12)C(CC(C)(C)C)=O 1-(3,4-Dihydroquinoxalin-1(2H)-yl)-3,3-dimethylbutan-1-one